FC1=C(C=C(C=C1)C1=CN=C(C2=C1N=C(N=C2)NC2CCOCC2)C2=C(C(=O)N)C=CC=C2)O (8-(4-fluoro-3-hydroxyphenyl)-2-((tetrahydro-2H-pyran-4-yl)amino)pyrido[4,3-d]pyrimidin-5-yl)benzamide